N,N-dimethyl-2-[4-[6-[3-(6-methyl-2-pyridyl)-1H-pyrazol-4-yl]-1,5-naphthyridin-3-yl]pyrazol-1-yl]ethanamine CN(CCN1N=CC(=C1)C=1C=NC2=CC=C(N=C2C1)C=1C(=NNC1)C1=NC(=CC=C1)C)C